CN(C)CC1(CCN(CC1)C1=NC=C(C=C1)C=1C=2N(C=C(C1)OCC)N=C1C2C=NN1)NC(C1=C(C=CC=C1F)F)=O N-(4-((dimethylamino)methyl)-1-(5-(6-ethoxy-1H-pyrazolo[3',4':3,4]pyrazolo[1,5-a]pyridin-4-yl)pyridin-2-yl)piperidin-4-yl)-2,6-difluorobenzamide